BrC=1C=C2C=CC=C(C2=CC1)C=1C2=C(N=C(N1)C1=CC=C3C=CC=NC3=C1)C(C=1C=CC=CC12)(C)C 4-(6-bromonaphthalen-1-yl)-9,9-dimethyl-2-(quinolin-7-yl)-9H-indeno[2,1-d]Pyrimidine